1-(4-methoxybenzyl)-4,6-dihydro-1H-furo[3,4-c]pyrazole-3-carboxylic acid COC1=CC=C(CN2N=C(C3=C2COC3)C(=O)O)C=C1